ClC1=C2C=C(NC2=NC=C1)C1=CC(=C(C=O)C(=C1)F)F 4-(4-Chloro-7-azaindol-2-yl)-2,6-difluorobenzaldehyde